COC1=NC=CC=C1C=O (2-methoxypyridin-3-yl)methanone